C(C)OC(=O)C=1C=NN(C1N)C1=CC(=C(C=C1)C)C 1-(3,4-dimethylphenyl)-5-amino-1H-pyrazole-4-carboxylic acid ethyl ester